6-Chloro-8-cyclopentyl-2-[2-methyl-4-(4-piperazin-1-ylbutylsulfonyl)anilino]pyrido[2,3-d]pyrimidin-7-one ClC1=CC2=C(N=C(N=C2)NC2=C(C=C(C=C2)S(=O)(=O)CCCCN2CCNCC2)C)N(C1=O)C1CCCC1